(R)-1-(2-chloropyridin-3-yl)ethyl (4-(5-(1-chlorocyclopropane-1-carboxamido)pyridin-2-yl)-1-methyl-1H-1,2,3-triazol-5-yl)carbamate ClC1(CC1)C(=O)NC=1C=CC(=NC1)C=1N=NN(C1NC(O[C@H](C)C=1C(=NC=CC1)Cl)=O)C